BrC=1C=C2C(=NN(C2=CC1)C1C(N(C(CC1)=O)CC1=CC=C(C=C1)OC)=O)C 3-(5-bromo-3-methyl-1H-indazol-1-yl)-1-(4-methoxybenzyl)piperidine-2,6-dione